5-(azetidin-2-ylmethoxy-d2)-N-(1-(7-methoxyquinolin-5-yl)cyclopropyl)-2-methylbenzamide N1C(CC1)C(OC=1C=CC(=C(C(=O)NC2(CC2)C2=C3C=CC=NC3=CC(=C2)OC)C1)C)([2H])[2H]